tert-butyl (R)-3-(6-bromohexanamido)piperidine-1-carboxylate BrCCCCCC(=O)N[C@H]1CN(CCC1)C(=O)OC(C)(C)C